1,1,1-trifluoromethyl-N-propargylmethanesulfonamide FCC(S(=O)(=O)NCC#C)(CF)CF